BrC=1C=C(C=C(C1)F)C=1C2(CCC(C2CC1CCCCCC)O)C(=C)C1=CC=CC=C1 (Exo)-4-(3-bromo-5-fluorophenyl)-5-hexyl-3a-(1-phenylvinyl)-1,2,3,3a,6,6a-hexahydropentalen-1-ol